1,3-adamantanedimethanol C12(CC3(CC(CC(C1)C3)C2)CO)CO